CNC(=O)C1=NC=C(C=C1)O[C@@H]1[C@@H](NC1)C N-methyl-5-(((2s,3s)-2-methylazetidin-3-yl)oxy)pyridineamide